3-((tert-butoxycarbonyl)amino)-isoquinoline-6-carboxylic acid C(C)(C)(C)OC(=O)NC=1N=CC2=CC=C(C=C2C1)C(=O)O